C1(=C(C=CC=C1)C1(OCC(O1)CCN(C)C)C1=C(C=CC=C1)C)C 2,2-ditolyl-4-(2-dimethylaminoethyl)-[1,3]-dioxolane